iron triformate C(=O)[O-].C(=O)[O-].C(=O)[O-].[Fe+3]